O-isobutyl-N,N'-diisopropylisourea C(C(C)C)OC(NC(C)C)=NC(C)C